[N+](=O)([O-])C1=CC2=CN(N=C2C=C1)CCNC1=NC2=C(C3=CN=CC=C13)C=CC(=C2)C(=O)OC Methyl 5-((2-(5-nitro-2H-indazol-2-yl)ethyl)amino)benzo[c][2,6]naphthyridine-8-carboxylate